2-cyclopentenyl-4,4,5,5-tetramethyl-1,3,2-dioxaborolan C1(=CCCC1)B1OC(C(O1)(C)C)(C)C